3-methylene-5-(naphthalen-2-yl)-4-(p-tolyl)dihydrofuran-2(3H)-one C=C1C(OC(C1C1=CC=C(C=C1)C)C1=CC2=CC=CC=C2C=C1)=O